5-(4,4,5,5-tetramethyl-1,3,2-dioxaborolan-2-yl)pyrimidin-2(1H)-one CC1(OB(OC1(C)C)C=1C=NC(NC1)=O)C